3,4-dihydro-pyrido[1,2-a]pyrazine-1,8-dione C1(C=2N(CCN1)C=CC(C2)=O)=O